C(C)(C)(C)OC(=O)N1[C@@H](CNCC1)COC (S)-2-(methoxymethyl)piperazine-1-carboxylic acid tert-butyl ester